4-(2,2,6,6-tetramethyl-piperidin-4-yl)-butyric acid CC1(NC(CC(C1)CCCC(=O)O)(C)C)C